6-bromo-8-chloro-1,5-dioxo-spiro[2H-imidazo[1,5-a]pyridine-3,3'-azetidine]-1'-carboxylic acid tert-butyl ester C(C)(C)(C)OC(=O)N1CC2(C1)NC(C=1N2C(C(=CC1Cl)Br)=O)=O